3-acetyl-5,8-dichloro-2-((4-iodobenzyl)sulfinyl)quinolin-4(1H)-one C(C)(=O)C1=C(NC2=C(C=CC(=C2C1=O)Cl)Cl)S(=O)CC1=CC=C(C=C1)I